ClC=1C=C(C2=C(OCCO2)C1)N1CCN(CC1)O 7-Chloro-5-(4-hydroxypiperazin-1-yl)-2,3-dihydro-1,4-benzodioxine